N[C@H](C(=O)N(CC1=CC=CC2=CC=CC=C12)CC(OCC)OCC)CC1=CC=C(C=C1)OC(C)(C)C (S)-2-amino-3-(4-tert-butoxyphenyl)-N-(2,2-diethoxyethyl)-N-(naphthalen-1-ylmethyl)propanamide